3-(4-(tert-butyl)-1-hydroxycyclohexyl)acrolein C(C)(C)(C)C1CCC(CC1)(O)C=CC=O